tributylOctyl-phosphine C(CCC)C(CCCCCCCP)(CCCC)CCCC